C(C1=CC=CC=C1)OC=1C=C2CC[C@@H]([C@@H](C2=CC1)C1=CC=C(C=C1)N1CCN(CC1)C[C@H]1[C@@H](CCCC1)CO)C1=CC=CC=C1 ((1R,2R)-2-((4-(4-((1R,2S)-6-(benzyloxy)-2-phenyl-1,2,3,4-tetrahydronaphthalen-1-yl)phenyl)piperazin-1-yl)methyl)cyclohexyl)methanol